2,2,4,4-Tetramethyl-1,3-cyclobutanediamine CC1(C(C(C1N)(C)C)N)C